2-(3-chloro-5-fluorophenyl)oxirane ClC=1C=C(C=C(C1)F)C1OC1